C(C(=C)C)(=O)OCCOC(=O)NCC(CC(CCNC(=O)OCCOC(C(=C)C)=O)C)(C)C 1,6-bis-[2-methacryloyloxy-ethoxy-carbonylamino]-2,2,4-trimethylhexane